tert-butyl 3-(1-(4-((4-([1,2,4]triazolo[1,5-a]pyridin-7-yloxy)-3-methylphenyl)amino)pyrrolo[2,1-f][1,2,4]triazin-5-yl)-1H-pyrazol-3-yl)azetidine-1-carboxylate N=1C=NN2C1C=C(C=C2)OC2=C(C=C(C=C2)NC2=NC=NN1C2=C(C=C1)N1N=C(C=C1)C1CN(C1)C(=O)OC(C)(C)C)C